[PH2](OCC)=O.[Fe] iron ethyl phosphinate